2-octanone CC(CCCCCC)=O